Cl.N[C@H](C(=O)NC1=NC=C(C(=C1)CN1C(N[C@@H](C1)C(F)(F)F)=O)F)C1CCC(CC1)C (S)-2-Amino-N-(5-fluoro-4-(((S)-2-oxo-4-(trifluoromethyl)-imidazolidin-1-yl)methyl)pyridin-2-yl)-2-((1r,4S)-4-methylcyclohexyl)acetamide hydrochloride salt